C(C=C)(=O)N1CC(C1)OC=1C=C2C(=NC=NC2=CC1OC)NC=1C=C(C=CC1OC)C1=CC(=CC=C1)C#N 3'-((6-((1-acryloylazetidin-3-yl)oxy)-7-methoxy-quinazolin-4-yl)amino)-4'-methoxy-[1,1'-biphenyl]-3-carbonitrile